BrC1=NN(C2=CC=CC(=C12)Cl)C1OCCCC1 3-bromo-4-chloro-1-tetrahydropyran-2-yl-indazole